methyl 3-nitro-4-((4-(trifluoromethyl)benzyl)sulfonyl)benzoate Methyl-3-nitro-4-((4-(trifluoromethyl)benzyl)thio)benzoate COC(C1=CC(=C(C=C1)SCC1=CC=C(C=C1)C(F)(F)F)[N+](=O)[O-])=O.[N+](=O)([O-])C=1C=C(C(=O)OC)C=CC1S(=O)(=O)CC1=CC=C(C=C1)C(F)(F)F